(4-(4-(5-(4-(4-chloro-7,7-dimethyl-5-oxo-5,7-dihydroindolo[1,2-a]quinazolin-10-yl)piperidin-1-yl)pyrazin-2-yl)piperazin-1-yl)-2,6-difluorophenyl)piperidine-2,6-dione ClC=1C=2C(N=C3N(C2C=CC1)C1=CC(=CC=C1C3(C)C)C3CCN(CC3)C=3N=CC(=NC3)N3CCN(CC3)C3=CC(=C(C(=C3)F)N3C(CCCC3=O)=O)F)=O